1,1-dimethyl-2,5-dibromo-3,4-diphenylsilole C[Si]1(C(=C(C(=C1Br)C1=CC=CC=C1)C1=CC=CC=C1)Br)C